NC1=C2C(=NC=N1)N(N=C2C2=CC=C(C=C2)NC(=O)C=2C(C(=C(N(C2)C2CC2)C(=O)N)C2=CC=C(C=C2)F)=O)COCC[Si](C)(C)C N5-(4-(4-amino-1-((2-(trimethylsilyl)ethoxy)methyl)-1H-pyrazolo[3,4-d]Pyrimidin-3-yl)phenyl)-1-cyclopropyl-3-(4-fluorophenyl)-4-oxo-1,4-dihydropyridine-2,5-dicarboxamide